4-(((4-bromophenyl)sulfonyl)piperazin-1-yl)-3-(4-isopropoxy-3-methoxyphenyl)prop-2-en-1-one BrC1=CC=C(C=C1)S(=O)(=O)C1N(CCNC1)C1(C(C=C(C=C1)C=CC=O)OC)OC(C)C